diethyl (2,5-dioxoimidazolin-4-yl)phosphonate O=C1NC(C(N1)P(OCC)(OCC)=O)=O